{[(2R,3R)-2-{[(4-bromophenyl)carbamoyl]amino}-3-methylpentanoyl]amino}acetic acid tert-butyl-{[(2R,3R)-2-{[(4-bromophenyl)carbamoyl]amino}-3-methylpentanoyl]amino}acetate C(C)(C)(C)OC(CNC([C@@H]([C@@H](CC)C)NC(NC1=CC=C(C=C1)Br)=O)=O)=O.BrC1=CC=C(C=C1)NC(=O)N[C@@H](C(=O)NCC(=O)O)[C@@H](CC)C